(S)-2-(5-(3-((2-chloro-5-((1-(difluoromethyl)-1H-pyrazol-4-yl)ethynyl)pyridin-4-yl)amino)butoxy)-1,3-dimethyl-1H-pyrazol-4-yl)pyrimidin-4-amine ClC1=NC=C(C(=C1)N[C@H](CCOC1=C(C(=NN1C)C)C1=NC=CC(=N1)N)C)C#CC=1C=NN(C1)C(F)F